N-(2-bromo-4-fluorobenzyl)-2,2-dimethoxyethane-1-amine BrC1=C(CNCC(OC)OC)C=CC(=C1)F